(1S,2R)-2-((S)-8-((1-Isopropyl-1H-1,2,3-triazol-4-yl)methoxy)-5-methoxy-1-((1-oxoisoindolin-2-yl)methyl)-1,2,3,4-tetrahydroisochinolin-2-carbonyl)cyclohexan C(C)(C)N1N=NC(=C1)COC=1C=CC(=C2CCN([C@@H](C12)CN1C(C2=CC=CC=C2C1)=O)C(=O)C1CCCCC1)OC